C(C)[Si](O[Si](O[Si](C)(C)CC)(C)CC)(C)C 1,3,5-triethyl-1,1,3,5,5-pentamethyltrisiloxane